C1=CC=CC2=[NH+]C3=CC=CC=C3C=C12.OC1(NN(C=C1Br)C1=C(C=CC=C1)Cl)C1=CC=CC=C1C(=O)C1=CC=CC=C1 3-hydroxy-4-bromo-N-(2-chlorophenyl)pyrazolebenzophenone, acridinium salt